C(#C)C=1C(=NC=C(C1)OC)C(=O)O 3-Ethynyl-5-methoxypyridine-2-carboxylic acid